N1(CCC1)C1=C(C=C(C=N1)C1=NNC2=CC(=C(C=C12)O[C@H](C)C1=C(C=NC=C1Cl)Cl)OC)S(=O)(=O)C (R)-3-(6-(azetidin-1-yl)-5-(methylsulfonyl)pyridin-3-yl)-5-(1-(3,5-dichloropyridin-4-yl)ethoxy)-6-methoxy-1H-indazole